ClC1=CC=C(C=C1)C(C1=CC=CC=C1)(C1=CC=CC=C1)Cl 1-chloro-4-(chlorodiphenylmethyl)benzene